Tert-Butyl N-[(E)-3-fluoro-2-[[2-(2-methylsulfonylethyl)-1-oxo-3,4-dihydroisoquinolin-6-yl]oxymethyl]allyl]carbamate F/C=C(\CNC(OC(C)(C)C)=O)/COC=1C=C2CCN(C(C2=CC1)=O)CCS(=O)(=O)C